benzyl 4-(sulfamoylmethyl)piperidine-1-carboxylate S(N)(=O)(=O)CC1CCN(CC1)C(=O)OCC1=CC=CC=C1